C(CCC)OCCOC1=CC=C(C=C1)C=1C=CC2=C(/C=C(\CCCN2CC(C)C)/C(=O)NC2=CC=C(C=C2)[S@@](=O)CC2=CN=CN2CCC)C1 (5E)-8-[4-(2-Butoxyethoxy)phenyl]-1-(2-methylpropyl)-N-{4-[(S)-(1-propyl-1H-imidazol-5-yl)methanesulfinyl]phenyl}-1,2,3,4-tetrahydro-1-benzazocine-5-carboxamide